C(C1=CC=CC=C1)OC(=O)N[C@H](C(=O)OCC)CNC(=O)C=1NC=C(C1)CCC1=NC=2NCCCC2C=C1 Ethyl (S)-2-(((benzyloxy)carbonyl)amino)-3-(4-(2-(5,6,7,8-tetrahydro-1,8-naphthyridin-2-yl)ethyl)-1H-pyrrole-2-carboxamido)propanoate